z-xylene C=1(C(=CC=CC1)C)C